CN(CCC1=CNC2=CC=CC=C12)CCCC N-methyl-N-butyl-tryptamine